C(C)(C)(C)C=1C=C(C=C(C1O)C(C)(C)C)CCC(=O)N(CCCCCCN)C(CCC1=CC(=C(C(=C1)C(C)(C)C)O)C(C)(C)C)=O N,N-bis(3,5-di-tert-butyl-4-hydroxyphenylpropionyl)hexamethylenediamine